2,4,6-trifluorophenyl azide FC1=C(C(=CC(=C1)F)F)N=[N+]=[N-]